N-methyl-N-((1S)-2,2,2-trifluoro-1-(4-((1-methoxy-2,3-dihydro-1H-inden-2-yl)amino)phenyl)ethyl)tetrahydro-2H-thiopyran-4-carboxamide 1,1-dioxide CN(C(=O)C1CCS(CC1)(=O)=O)[C@H](C(F)(F)F)C1=CC=C(C=C1)NC1C(C2=CC=CC=C2C1)OC